ClC1=CC=NC2=CC=C(C=C12)C1(CN(CC1)C(=O)OC(C)(C)C)O tert-butyl 3-(4-chloroquinolin-6-yl)-3-hydroxypyrrolidine-1-carboxylate